C(C1=CC=CC=C1)OC1=C(N(C(=CC1=O)C)CCCCC)CNC(C1=CC=C(C=C1)OC)=O N-((3-(benzyloxy)-6-methyl-4-oxo-1-pentyl-1,4-dihydropyridin-2-yl)methyl)-4-methoxybenzamide